diazabicyclo[4.4.0]decane N12NCCCC2CCCC1